(2S)-1-[(13Z)-docosa-13-en-1-yl-oxy]-3-(hexyloxy)-N,N-dimethylpropan-2-amine C(CCCCCCCCCCC\C=C/CCCCCCCC)OC[C@H](COCCCCCC)N(C)C